methyl (1R,2S,5S)-3-[(2S)-2-[(3,3-difluorocyclobutanecarbonyl)amino]-3-(3-pyridyl)propanoyl]-6,6-dimethyl-3-azabicyclo[3.1.0]hexane-2-carboxylate FC1(CC(C1)C(=O)N[C@H](C(=O)N1[C@@H]([C@H]2C([C@H]2C1)(C)C)C(=O)OC)CC=1C=NC=CC1)F